4-((3-chlorobenzyl)amino)-6-(3,5-dimethylisoxazol-4-yl)quinazoline-2-carboxylic acid ethyl ester C(C)OC(=O)C1=NC2=CC=C(C=C2C(=N1)NCC1=CC(=CC=C1)Cl)C=1C(=NOC1C)C